O1C(=NN=C1)CC1=CC=C(CNC=2C(=CC(=CC2)Cl)N)C=C1 N1-(4-((1,3,4-oxadiazol-2-yl)methyl)benzyl)-4-chlorobenzene-1,2-diamine